N-(5-((2-azabicyclo[2.2.1]heptan-5-yl)methoxy)-1,3,4-thiadiazol-2-yl)-2'-chloro-5'-methoxy-6-methyl-[4,4'-bipyridine]-3-carboxamide C12NCC(C(C1)COC1=NN=C(S1)NC(=O)C=1C=NC(=CC1C1=CC(=NC=C1OC)Cl)C)C2